NC1=NN2C(C=CC=C2C2=C(C=C(C#N)C=C2)OC=2N(N=C(C2)C2CC2)C)=N1 4-(2-amino-[1,2,4]triazolo[1,5-a]pyridin-5-yl)-3-(5-cyclopropyl-2-methylpyrazol-3-yl)oxybenzonitrile